4-[3-[2,6-Dichloro-4-[1-(1-hydroxy-2-methylpropan-2-yl)pyrazol-4-yl]benzoyl]-2,4-dihydro-1,3-benzoxazin-8-yl]-5-fluoro-2-morpholin-4-ylbenzoic acid ClC1=C(C(=O)N2COC3=C(C2)C=CC=C3C3=CC(=C(C(=O)O)C=C3F)N3CCOCC3)C(=CC(=C1)C=1C=NN(C1)C(CO)(C)C)Cl